FC=1C(=C(C=CC1F)[C@H]1[C@@H](S[C@](C1)(C(F)(F)F)C)C(=O)N(N)C=1C=C(C=CC1)S(=O)(=O)N)OC 3-(1-((2R,3S,5R)-3-(3,4-difluoro-2-methoxyphenyl)-5-methyl-5-(trifluoromethyl)tetrahydrothiophene-2-carbonyl)hydrazino)benzenesulfonamide